C(#N)C1=CC=C(CN(C2=CC(OC2)=O)CC2CC2)C=C1 4-[(4-cyanobenzyl)-(cyclopropylmethyl)-amino]-furan-2(5H)-one